5-Chloro-3-(4,4-difluoroazepan-1-yl)-N-(2-sulfamoylpyridin-4-yl)pyrazine-2-carboxamide ClC=1N=C(C(=NC1)C(=O)NC1=CC(=NC=C1)S(N)(=O)=O)N1CCC(CCC1)(F)F